(S)-2-(3-Methylbenzofuran-2-carboxamido)-5-oxo-N1-(2-oxo-1-(2-oxo-2-((1R,2S,4R)-1,7,7-trimethylbicyclo[2.2.1]heptan-2-ylamino)ethyl)-1,2-dihydropyridin-3-yl)hexandiamid CC1=C(OC2=C1C=CC=C2)C(=O)N[C@H](C(=O)NC=2C(N(C=CC2)CC(N[C@@H]2[C@@]1(CC[C@H](C2)C1(C)C)C)=O)=O)CCC(C(=O)N)=O